p-methoxyphenylethyne COC1=CC=C(C=C1)C#C